C(=O)[C@H]1C([C@H]1[C@H]1N(C(OC1)(C)C)C(=O)OC(C)(C)C)(C)C tert-butyl (4R)-4-[(1S,3R)-3-formyl-2,2-dimethyl-cyclopropyl]-2,2-dimethyl-oxazolidine-3-carboxylate